1-(2-((5-((tert-butyldiphenylsilyl)oxy)pentyl)oxy)-4-nitrophenyl)-4-methylpiperazine [Si](C1=CC=CC=C1)(C1=CC=CC=C1)(C(C)(C)C)OCCCCCOC1=C(C=CC(=C1)[N+](=O)[O-])N1CCN(CC1)C